Cl.ClC1=C(C=C(C=C1)C#N)C=1C=C2C(=NNC2=CC1)NC(=O)C1CC(C1)NC1CC1 N-[5-(2-chloro-5-cyanophenyl)-1H-indazol-3-yl]-3-(cyclopropylamino)cyclobutanecarboxamide hydrochloride